ClC=1N=C(SC1C=O)NC(OC(C)(C)C)=O tert-butyl (4-chloro-5-formylthiazole-2-yl)carbamate